((1-(5-Bromo-4-cyano-6-methylpyrimidin-2-yl)-4-methylpiperidin-4-yl)methyl)carbamic acid tert-butyl ester C(C)(C)(C)OC(NCC1(CCN(CC1)C1=NC(=C(C(=N1)C#N)Br)C)C)=O